2-(bromomethyl)-9-methyl-1,10-phenanthroline BrCC1=NC2=C3N=C(C=CC3=CC=C2C=C1)C